FC=1N=C(SC1CN1C[C@]2(C[C@@H]1C)CC=1C(=CN=C(C1)OCCOC)O2)NC(C)=O N-(4-Fluoro-5-(((2R,5'S)-5-(2-methoxyethoxy)-5'-methyl-3H-spiro[furo[2,3-c]pyridine-2,3'-pyrrolidin]-1'-yl)methyl)thiazol-2-yl)acetamide